Benzyl (3-methyl-2-oxobutyl)carbamate CC(C(CNC(OCC1=CC=CC=C1)=O)=O)C